tert-butyl N-[3-methyl-5-[[2-[(2S,5R)-5-methyl-2-[4-(methylsulfamoyl)phenyl]-1-piperidyl]-2-oxo-acetyl]amino]-2-pyridyl]carbamate CC=1C(=NC=C(C1)NC(C(=O)N1[C@@H](CC[C@H](C1)C)C1=CC=C(C=C1)S(NC)(=O)=O)=O)NC(OC(C)(C)C)=O